FC(CNC(=O)C1=CN=C(S1)C=1C(=C2C(=NC1)NC=C2)NC2C[C@@H]1[C@@H](CN(C1)C([C@H](C)O)=O)C2)(C)F N-(2,2-difluoropropyl)-2-(4-(((3aR,5R,6aS)-2-((S)-2-hydroxypropanoyl)-octahydrocyclopenta[c]pyrrol-5-yl)amino)-1H-pyrrolo[2,3-b]pyridin-5-yl)thiazole-5-carboxamide